(2-((4-amino-6-chloropyrimidin-5-yl)oxy)ethyl)(methyl)carbamic acid tert-butyl ester C(C)(C)(C)OC(N(C)CCOC=1C(=NC=NC1Cl)N)=O